tert-butyl (1S)-1-[[(R)-tert-butylsulfinyl]amino]-4-fluoro-spiro[indane-2,4'-piperidine]-1'-carboxylate C(C)(C)(C)[S@@](=O)N[C@@H]1C2=CC=CC(=C2CC12CCN(CC2)C(=O)OC(C)(C)C)F